N-(5-(3-chlorophenyl)-3-methoxypyridine-2-carbonyl)glycine ClC=1C=C(C=CC1)C=1C=C(C(=NC1)C(=O)NCC(=O)O)OC